3-Methyl-6-(2-methyl-1-oxo-1,2,3,4-tetrahydropyrazino[1,2-b]indazol-9-yl)-3,4-dihydropyridine-1(2H)-carboxylic acid tert-butyl ester C(C)(C)(C)OC(=O)N1CC(CC=C1C1=CC2=C3N(N=C2C=C1)CCN(C3=O)C)C